2-(5-[4-chloro-3-[([1-[4-(2-cyclopropoxyphenyl)pyridin-3-yl]cyclopropyl]amino)methyl]phenyl]hexyl)-2,3-dihydro-1H-isoindole-1,3-dione ClC1=C(C=C(C=C1)C(CCCCN1C(C2=CC=CC=C2C1=O)=O)C)CNC1(CC1)C=1C=NC=CC1C1=C(C=CC=C1)OC1CC1